C(CCCCCCCCCCC)OC=1C=C(C=O)C=C(C1OCCCCCCCCCCCC)OCCCCCCCCCCCC 3,4,5-tri(dodecyloxy)benzaldehyde